N-(3-aminobenzyl)-2-ethynylthiazole-4-carboxamide NC=1C=C(CNC(=O)C=2N=C(SC2)C#C)C=CC1